NC1=C(C=C(C=N1)NC(C(=O)N1[C@H](CC[C@@H](C1)C)C=1N(N=CC1)C)=O)C N-(6-amino-5-methyl-3-pyridyl)-2-[(2R,5S)-5-methyl-2-(2-methylpyrazol-3-yl)-1-piperidyl]-2-oxo-acetamide